Benzyl (R)-(2-(5-(1-aminoethyl)selenophen-3-yl)benzyl)(methyl)carbamate N[C@H](C)C1=CC(=C[Se]1)C1=C(CN(C(OCC2=CC=CC=C2)=O)C)C=CC=C1